C(C)(C)C1=NC=C(C=N1)C(=O)N 2-isopropylpyrimidine-5-carboxamide